COCOC=1C(=CC2=C(N=C(O2)C)C1)B1OC(C(O1)(C)C)(C)C 5-(methoxymethoxy)-2-methyl-6-(4,4,5,5-tetramethyl-1,3,2-dioxaborolan-2-yl)benzo[d]Oxazole